C(C)(C)C1=NC=C2N1C=CNC2=O 3-isopropyl-7H-imidazo[1,5-a]Pyrazin-8-one